FC(OC1=C(C=CC(=C1)C(F)(F)F)C=1C=2N(C(=NN1)NC[C@@H]1OCCC1)C=CC2)F 1-[2-(difluoromethoxy)-4-(trifluoromethyl)phenyl]-N-{[(2R)-oxolan-2-yl]methyl}pyrrolo[1,2-d][1,2,4]triazin-4-amine